trans-4-(2-Aminoacetamido)-N-(3-(2-cyclopropylthiazol-5-yl)phenyl)-N-((trans-4-(4-methoxy-3-methylphenyl)cyclohexyl)methyl)-cyclohexanecarboxamide NCC(=O)N[C@@H]1CC[C@H](CC1)C(=O)N(C[C@@H]1CC[C@H](CC1)C1=CC(=C(C=C1)OC)C)C1=CC(=CC=C1)C1=CN=C(S1)C1CC1